CC(CCCCCCCCCCCCCCCCCC=CC1=CC=CC=C1)O alpha-methyl-styrenestearyl alcohol